2-(2-((2-(1-(4-chlorobenzyl)-1H-benzo[d]imidazol-2-yl)ethyl)amino)ethyl)-N-((3-fluoropyridin-2-yl)methyl)oxazole-4-carboxamide ClC1=CC=C(CN2C(=NC3=C2C=CC=C3)CCNCCC=3OC=C(N3)C(=O)NCC3=NC=CC=C3F)C=C1